(R)-2-amino-4-(2-amino-6-chlorophenyl)-4-oxobutanoic acid N[C@@H](C(=O)O)CC(=O)C1=C(C=CC=C1Cl)N